N-[5-[4-(cyclopropylmethylcarbamoyl)-3-fluorophenyl]-4-fluoro-2-[(3R,5S)-3,4,5-trimethylpiperazin-1-yl]phenyl]-6-oxo-4-(trifluoromethyl)-1H-pyridine-3-carboxamide C1(CC1)CNC(=O)C1=C(C=C(C=C1)C=1C(=CC(=C(C1)NC(=O)C1=CNC(C=C1C(F)(F)F)=O)N1C[C@H](N([C@H](C1)C)C)C)F)F